CN(C)CCC1=CC=C(C=C1)O 4-dimethylaminoethylphenol